(8R)-5-oxaspiro[3.5]nonan C1CCC12OCCCC2